N-(2-Methoxy-5-((2-((2-methoxy-4-(4-methylpiperazin-1-yl)phenyl)amino)pyridin-4-yl)amino)phenyl)acetamide COC1=C(C=C(C=C1)NC1=CC(=NC=C1)NC1=C(C=C(C=C1)N1CCN(CC1)C)OC)NC(C)=O